ClC1=C(C(=O)NC=2C=C3C=C(N(C3=CC2)C)C(=O)NC2=CC(=CC=C2)C(F)(F)F)C=C(C=C1)CNC(C(C)C)=O 5-(2-chloro-5-(isobutyrylaminomethyl)benzoylamino)-1-methyl-N-(3-(trifluoromethyl)phenyl)-1H-indole-2-carboxamide